N-(5-chloro-6-(2H-1,2,3-triazol-2-yl)pyridin-3-yl)-1-(8-methylquinolin-5-yl)-5-(trifluoromethyl)-1H-pyrazole-4-carboxamide ClC=1C=C(C=NC1N1N=CC=N1)NC(=O)C=1C=NN(C1C(F)(F)F)C1=C2C=CC=NC2=C(C=C1)C